N-Nitroso-N-methylurea chloride [Cl-].N(=O)N(C(=O)N)C